(3S,4R)-4-(5-chloro-2-methyl-pyrazol-3-yl)-N-(2,4-difluorophenyl)-1-methyl-2-oxo-pyrrolidine-3-carboxamide ClC=1C=C(N(N1)C)[C@@H]1[C@H](C(N(C1)C)=O)C(=O)NC1=C(C=C(C=C1)F)F